[(1S,2S)-2-amino-1,2-diphenylethyl]-N-(chlororuthenio)-4-methylbenzene-1-sulfonamide N[C@@H]([C@@H](C1=CC=CC=C1)C1=C(C=CC(=C1)C)S(=O)(=O)N[Ru]Cl)C1=CC=CC=C1